FC=1C=C(C=C(C1OC1=C2C(=NC=C1)N(C=C2C(F)(F)F)COCC[Si](C)(C)C)F)NC(OC2=CC=CC=C2)=S O-phenyl (3,5-difluoro-4-{[3-(trifluoromethyl)-1-{[2-(trimethylsilyl)ethoxy]methyl}-1H-pyrrolo[2,3-b]pyridin-4-yl]oxy}phenyl)carbamothioate